FC(CI)(F)F trifluoroiodoethane